3-[[2-(methacryloyloxy)ethyl]-dimethylammonio]propionate C(C(=C)C)(=O)OCC[N+](CCC(=O)[O-])(C)C